(4-(indol-1-yl)-7H-pyrrolo[2,3-d]pyrimidin-2-yl)-6-methoxy-2-methyl-1,2,3,4-tetrahydroisoquinolin-7-amine N1(C=CC2=CC=CC=C12)C=1C2=C(N=C(N1)C1N(CCC3=CC(=C(C=C13)N)OC)C)NC=C2